(2R)-2-hydroxy-3-(1H-1,2,4-triazol-1-yl)propionic acid ethyl ester C(C)OC([C@@H](CN1N=CN=C1)O)=O